C(C1=CC=CC=C1)NC(C[N+]1(CCCCCC1)CC(=O)NC1=C(SC=C1C)C(NCCNC)=O)=O 1-(2-(benzylamino)-2-oxoethyl)-1-(2-((4-methyl-2-((2-(methylamino)ethyl)carbamoyl)thiophen-3-yl)amino)-2-oxoethyl)azepan-1-ium